BrC=1N(C2=NC(=NC=C2N1)Cl)C1OCCCC1 8-bromo-2-chloro-9-(tetrahydro-2H-pyran-2-yl)-9H-purine